3-(5-isopropoxy-4-(trifluoromethyl)pyridin-2-yl)-N-(3-isopropylpyridin-2-yl)-1,2,4-thiadiazol-5-amine C(C)(C)OC=1C(=CC(=NC1)C1=NSC(=N1)NC1=NC=CC=C1C(C)C)C(F)(F)F